7-chloro-6-(1-((1-methyl-1H-1,2,3-triazol-4-yl)sulfonyl)piperidin-4-yl)-[1,2,4]triazolo[1,5-a]pyridine ClC1=CC=2N(C=C1C1CCN(CC1)S(=O)(=O)C=1N=NN(C1)C)N=CN2